C(CCCC1=C(C(=O)[O-])C=CC(=C1)N)C1=C(C(=O)[O-])C=CC(=C1)N 1,4-Butylen-bis(4-aminobenzoat)